ethyl 4-(5-hydroxy-6-methoxybenzothien-2-yl)-4-oxobutyrate OC=1C(=CC2=C(C=C(S2)C(CCC(=O)OCC)=O)C1)OC